C(=O)(O)C(CNCCS)C (2-carboxypropyl)-Cysteamine